2-(3,4-difluorophenoxy)-1-(2,2-dioxo-2-thia-7-azaspiro[3.5]nonan-7-yl)-2-methylpropan-1-one FC=1C=C(OC(C(=O)N2CCC3(CS(C3)(=O)=O)CC2)(C)C)C=CC1F